ClC1=CC=C(C(=N1)C(=O)OC)N[C@H](C)C1=CC(=CC2=C1N=C(C1=CN=C(C=C21)OC)CC)C methyl 6-chloro-3-{[(1R)-1-{5-ethyl-2-methoxy-9-methylbenzo[c]2,7-naphthyridin-7-yl}ethyl]amino}pyridine-2-carboxylate